O1C2=C(CC=CC1)C=CC=C2 2,5-dihydrobenzo[b]oxepine